methyl (2S,4S)-4-(3-bromophenoxy)pyrrolidine-2-carboxylate hydrochloride Cl.BrC=1C=C(O[C@H]2C[C@H](NC2)C(=O)OC)C=CC1